N[C@H]1CN(CCC1)C(=O)C1=CC2=C(N(C(=N2)C=2N(C3=CC=CC=C3C2)CC2=CC=CC=C2)CCOC)C=C1 (R)-(3-Aminopiperidin-1-yl)(2-(1-benzyl-1H-indol-2-yl)-1-(2-methoxyethyl)-1H-benzo[d]imidazol-5-yl)methanon